nonylimidazoline CCCCCCCCCN1CCN=C1